1-(2-chloro-4-methoxypyridin-3-yl)ethan-1-one ClC1=NC=CC(=C1C(C)=O)OC